O1C(CCC1)C1=CN=CN=N1 6-(2-tetrahydrofuryl)-1,2,4-triazine